(Z)-3-(3,5-dicyano-4-ethyl-6-(4-methyl-1,4-diazepan-1-yl)pyridin-2-yl)-2-(4-nitrophenyl)acrylic acid C(#N)C=1C(=NC(=C(C1CC)C#N)N1CCN(CCC1)C)\C=C(/C(=O)O)\C1=CC=C(C=C1)[N+](=O)[O-]